(E)-4-((bis(benzyloxy)phosphoryl)oxy)-3-methoxybenzoic acid C(C1=CC=CC=C1)OP(=O)(OCC1=CC=CC=C1)OC1=C(C=C(C(=O)O)C=C1)OC